ClC1=C(C(=O)NC(C(=O)O)CCCCCCCCNC=2SCCN2)C(=CC=C1)Cl 2-(2,6-dichlorobenzamido)-10-((4,5-dihydrothiazol-2-yl)amino)decanoic acid